bis(1-octyl oxy-2,2,6,6-tetramethylpiperidin-4-yl) sebacate C(CCCCCCCCC(=O)OC1CC(N(C(C1)(C)C)OCCCCCCCC)(C)C)(=O)OC1CC(N(C(C1)(C)C)OCCCCCCCC)(C)C